NC=1C2=C(N=CN1)N(C=C2C2=CC=C(C=C2)N)CCO 2-(4-amino-5-(4-aminophenyl)-7H-pyrrolo[2,3-d]pyrimidin-7-yl)ethanol